5-(Chloromethyl)-1-methyl-4-nitro-1H-imidazole ClCC1=C(N=CN1C)[N+](=O)[O-]